bis[3-(2,3,4-trihydroxybenzyl)-2,5-dimethyl-4-hydroxyphenyl]methane OC1=C(CC=2C(=C(C=C(C2O)C)CC2=C(C(=C(C(=C2)C)O)CC2=C(C(=C(C=C2)O)O)O)C)C)C=CC(=C1O)O